C(C)(C)(C)N(NC(C1=C(C(=CC=C1)OC)C)=O)C(C1=CC(=CC(=C1)C)C)=O N'-tert-butyl-N'-(3,5-dimethylbenzoyl)-3-methoxy-2-methylbenzohydrazide